O1C=CC2=C1C=CC(=C2)C2=CC=C(C=C2)C2=NN(C(C2)C=2C=C1N=CC=NC1=CC2)C(CCC(=O)O)=O 4-(3-(4-(Benzofuran-5-yl)phenyl)-5-(quinoxalin-6-yl)-4,5-dihydro-1H-pyrazol-1-yl)-4-oxobutanoic acid